FC1=CC=CC2=C1C=1N(CO2)C(=C(N1)C1=CC=C(CN2CCC(CC2)NC2=NC(=NC=C2)C#N)C=C1)C1=CC=CC=C1 4-((1-(4-(10-Fluoro-3-phenyl-5H-benzo[e]imidazo[1,2-c][1,3]oxazin-2-yl)benzyl)piperidin-4-yl)amino)pyrimidine-2-carbonitrile